COC(CCC(=O)C=1OC=C(C1)C1=CN(C2=CC=C(C=C12)F)C(=O)OC(C)(C)C)=O 4-(4-(5-fluoro-1-Boc-1H-indol-3-yl)furan-2-yl)-4-oxobutyric acid methyl ester